methyl (E)-2-((4-bromo-2-fluorophenyl)amino)-4-(2-ethoxyvinyl)-1-methyl-6-oxo-1,6-dihydropyridine-3-carboxylate BrC1=CC(=C(C=C1)NC=1N(C(C=C(C1C(=O)OC)\C=C\OCC)=O)C)F